FCOC1=CC=C(C=N1)CCO 2-(6-(fluoromethoxy)pyridin-3-yl)ethan-1-ol